methyl trans-ricinoleate C(CCCCCCC\C=C\C[C@H](O)CCCCCC)(=O)OC